C(C)(=O)O[C@@H]1[C@@H](O[C@H]([C@H]([C@@H]1OC(C)=O)OC(C)=O)OC1=CC=C(C=C1)COC(NC1=CC=C2C(=CC(OC2=C1)=O)C)=O)C [(2S,3R,4R,5S,6S)-4,5-diacetoxy-2-methyl-6-[4-[(4-methyl-2-oxo-chromen-7-yl)carbamoyloxymethyl] phenoxy]tetrahydropyran-3-yl] acetate